IC1=NNC2=CC(=CC=C12)C1=C(N=C(S1)NC(CN1CCN(CC1)C)=O)C N-(5-(3-iodo-1H-indazol-6-yl)-4-methylthiazol-2-yl)-2-(4-methylpiperazin-1-yl)acetamide